nonadecyl linoleate eicosanoate C(CCCCCCCCCCCCCCCCCCC)(=O)O.C(CCCCCCC\C=C/C\C=C/CCCCC)(=O)OCCCCCCCCCCCCCCCCCCC